OC1=C(C(=O)O)C=CC(=C1)[N+](=O)[O-] 2-Hydroxy-4-nitrobenzoic acid